4-(Bromomethyl)-6-fluoro-5-(4-fluoro-3-iodophenoxy)-1-tosyl-1H-indole BrCC1=C2C=CN(C2=CC(=C1OC1=CC(=C(C=C1)F)I)F)S(=O)(=O)C1=CC=C(C)C=C1